4-Methyl-N-((S*)-4,4,4-trifluoro-3,3-dimethyl-1-(5-((R)-1-(4,4,4-trifluorobutanamido)ethyl)-1H-benzo[d]imidazol-2-yl)butyl)-1,2,5-oxadiazole-3-carboxamide CC=1C(=NON1)C(=O)N[C@@H](CC(C(F)(F)F)(C)C)C1=NC2=C(N1)C=CC(=C2)[C@@H](C)NC(CCC(F)(F)F)=O |o1:9|